OC1=C(C=C(C=C1C)C1(CCN(CC1)C)C1=CC(=C(C(=C1)C)O)C)C 4,4-bis-(4-hydroxy-3,5-dimethylphenyl)-1-methyl-piperidine